O[Si](O)([O-])[O-] The molecule is a divalent inorganic anion obtained by removal of two protons from silicic acid. It is a silicate ion and a divalent inorganic anion. It is a conjugate base of a trihydrogensilicate(1-). It is a conjugate acid of a hydrogensilicate(3-).